2-[[trans-3-[2-oxo-3-(3-oxo-4H-pyrido[3,2-b][1,4]oxazin-6-yl)-1,3-oxazolidin-5-yl]cyclobutyl]amino]-2,3-dihydro-1H-indene-4-carbonitrile O=C1OC(CN1C=1C=CC=2OCC(NC2N1)=O)[C@@H]1C[C@H](C1)NC1CC=2C=CC=C(C2C1)C#N